2-(3-(3-(1-(2-chloro-4-fluorophenyl)cyclopropyl)-1,2,4-oxadiazol-5-yl)-5-(trifluoromethyl)-1H-pyrazol-1-yl)-1-(piperazin-1-yl)ethan-1-one ClC1=C(C=CC(=C1)F)C1(CC1)C1=NOC(=N1)C1=NN(C(=C1)C(F)(F)F)CC(=O)N1CCNCC1